BrC1=C(C)C=CC=C1C1=CC2=C(C=C1)OCCO2 2-bromo-3-(3,4-ethylenedioxyphenyl)toluene